FC=1C=C(C=CC1CN1CCN(CC1)C)NC(C1=CC=C(C=C1)C)=O N-(3-fluoro-4-((4-methylpiperazin-1-yl)methyl)phenyl)-4-methylbenzamide